5-bromo-1-ethoxy-2,3-difluorobenzene BrC=1C=C(C(=C(C1)OCC)F)F